2-(6-((8-(2-hydroxyethyl)-8-azabicyclo[3.2.1]oct-2-yl)amino)pyridazin-3-yl)-3-methyl-5-(trifluoromethyl)phenol OCCN1C2C(CCC1CC2)NC2=CC=C(N=N2)C2=C(C=C(C=C2C)C(F)(F)F)O